(S)-N-(1-(5-(2-methoxyquinolin-3-yl)-1H-imidazol-2-yl)-7-oxononyl)-2-methyl-2-azaspiro[3.3]heptane-6-carboxamide COC1=NC2=CC=CC=C2C=C1C1=CN=C(N1)[C@H](CCCCCC(CC)=O)NC(=O)C1CC2(CN(C2)C)C1